FC(C1=NC=CC(=C1)N1C[C@@H](CC1)NC(OC(C)(C)C)=O)(F)F Tert-butyl (R)-(1-(2-(trifluoromethyl)pyridin-4-yl)pyrrolidin-3-yl)carbamate